CC1=C(C2=C(C=3N1N=CN3)CN(C2)C(CC2CN(C2)C2=NC=C(C=N2)C(F)(F)F)=O)C 1-(5,6-dimethyl-7,9-dihydro-8H-pyrrolo[3,4-c][1,2,4]triazolo[1,5-a]pyridin-8-yl)-2-(1-(5-(trifluoromethyl)pyrimidin-2-yl)azetidin-3-yl)ethan-1-one